(S)-4-cyclopropoxy-N-(3,5-difluoro-4-((7-(2-hydroxypropoxy)quinolin-4-yl)oxy)phenyl)pyridine-3-carboxamide C1(CC1)OC1=C(C=NC=C1)C(=O)NC1=CC(=C(C(=C1)F)OC1=CC=NC2=CC(=CC=C12)OC[C@H](C)O)F